ClC1=NC=C(C(=N1)NCC1=CC=C(C=C1)C=1N(C=C(N1)C(F)(F)F)C)C(=O)OCC Ethyl 2-chloro-4-((4-(1-methyl-4-(trifluoromethyl)-1H-imidazol-2-yl)benzyl)amino)pyrimidine-5-carboxylate